((5-fluoro-2-(1H-pyrrolo[2,3-b]pyridin-3-yl)pyrimidin-4-yl)amino)-N-neopentylglycine FC=1C(=NC(=NC1)C1=CNC2=NC=CC=C21)NN(CC(=O)O)CC(C)(C)C